ClC=1C=CC(=NC1C1CC1)[C@@H](NC(=O)[C@H]1NC(NC1)=O)C1=CC=C(C=C1)OC(F)(F)F (S)-N-((S)-(5-chloro-6-cyclopropylpyridin-2-yl)(4-(trifluoromethoxy)phenyl)-methyl)-2-oxoimidazolidine-4-carboxamide